1-(2-((7-(((1,1,1,3,3,3-Hexafluoropropan-2-yl)oxy)carbonyl)-2,7-diazaspiro[3.5]nonan-2-yl)methyl)-5-(trifluoromethyl)phenyl)piperidine-4-carboxylic acid FC(C(C(F)(F)F)OC(=O)N1CCC2(CN(C2)CC2=C(C=C(C=C2)C(F)(F)F)N2CCC(CC2)C(=O)O)CC1)(F)F